[(2-imino-3-(phosphono)imidazolidin-1-yl)methyl]phosphinic acid N=C1N(CCN1P(=O)(O)O)CP(O)=O